C1(CC1)N1C=C(C2=CC=CC=C12)C1=NC(=NC=N1)NC1=C(C=C(C(=C1)[N+](=O)[O-])F)OC 4-(1-cyclopropyl-1H-indol-3-yl)-N-(4-fluoro-2-methoxy-5-nitrophenyl)-1,3,5-triazin-2-amine